4-[(4-methyl-quinazolin-2-yl)methyl]-3-methyl-7-(2-butyn-1-yl)-8-(3-(R)-amino-piperidin-1-yl)-xanthine CC1=NC(=NC2=CC=CC=C12)CC12N(C(NC(C2N(C(=N1)N1C[C@@H](CCC1)N)CC#CC)=O)=O)C